{3-[(3S)-piperidin-3-yl]-1H-pyrrolo[2,3-b]pyridin-6-yl}methanol N1C[C@@H](CCC1)C1=CNC2=NC(=CC=C21)CO